N-(9-(5-(6-ethoxy-1H-pyrazolo[3',4':3,4]pyrazolo[1,5-a]pyridin-4-yl)pyridin-2-yl)-3,9-diazaspiro[5.5]undecan-3-yl)-2-chloro-6-fluorobenzamide C(C)OC=1C=C(C=2N(C1)N=C1C2C=NN1)C=1C=CC(=NC1)N1CCC2(CCN(CC2)NC(C2=C(C=CC=C2F)Cl)=O)CC1